CCCCCCCCCCCCC(=O)O[C@H](COC(=O)CCCCCCC/C=C\CCCCCC)COP(=O)([O-])OCC[N+](C)(C)C 1-(9Z-hexadecenoyl)-2-tridecanoyl-glycero-3-phosphocholine